1,3,5,7-tetrakis(iodophenyl)adamantane IC1=C(C=CC=C1)C12CC3(CC(CC(C1)(C3)C3=C(C=CC=C3)I)(C2)C2=C(C=CC=C2)I)C2=C(C=CC=C2)I